CN(C)C[C@@]1(C(C1)(F)F)COC=1N=C(C2=C(N1)CN(C2)C(=O)C2=CC(=CC1=CC=CC(=C21)I)O)N2[C@@H](CCCCC2)C (2-(((R)-1-((dimethylamino)methyl)-2,2-difluorocyclopropyl)methoxy)-4-((R)-2-methylazepan-1-yl)-5,7-dihydro-6H-pyrrolo[3,4-d]pyrimidin-6-yl)(3-hydroxy-8-iodonaphthalen-1-yl)methanone